C(C)(=O)NC=1C(=CC(=C(C1)NC(C1=C(C=CC(=C1)NC(=O)[C@@H]1C([C@H]1C1=CC(=C(C=C1)Cl)Cl)(Cl)Cl)Cl)=O)F)F N-(5-Acetamido-2,4-difluorophenyl)-2-Chloro-5-((1R,3R)-2,2-dichloro-3-(3,4-dichlorophenyl)cyclopropane-1-carboxamido)benzamide